2-chloro-1-(dimethylamino)propane hydrochloride Cl.ClC(CN(C)C)C